CC=1C(=C2C=NNC2=CC1)C1=C2C(=NC(=C1C#N)N1CC3(CN(C3)C(C=C)=O)CC1)[C@H]1[C@@H](C2)C1 (5aR,6aR)-4-(5-methyl-1H-indazol-4-yl)-2-(2-(2-propenoyl)-2,6-diazaspiro[3.4]octan-6-yl)-5,5a,6,6a-tetrahydrocyclopropa[4,5]cyclopenta[1,2-b]pyridine-3-carbonitrile